2-([1,1'-biphenyl]-3-yl)-N-(3-(diethylamino)propyl)benzo[d]imidazo[2,1-b]thiazole-7-carboxamide C1(=CC(=CC=C1)C=1N=C2SC3=C(N2C1)C=CC(=C3)C(=O)NCCCN(CC)CC)C3=CC=CC=C3